dimethyl (2S)-2-hydroxypentanedioate O[C@H](C(=O)OC)CCC(=O)OC